1-[6-(dimethylamino)hexyl]-1H-pyrazol-4-amine CN(CCCCCCN1N=CC(=C1)N)C